N-(trans-4-(2-methoxyethoxy)cyclohexyl)-5-(3-methylimidazo[1,2-a]pyrimidin-6-yl)pyrrolo[2,1-f][1,2,4]triazin-2-amine COCCO[C@@H]1CC[C@H](CC1)NC1=NN2C(C=N1)=C(C=C2)C=2C=NC=1N(C2)C(=CN1)C